2-(naphthalen-1-yl)-9-(4-(1-(4-(10-(naphthalen-2-yl)anthracen-9-yl)-phenyl)-1H-benzo[d]imidazol-2-yl)phenyl)1,10-phenanthroline C1(=CC=CC2=CC=CC=C12)C1=NC2=C3N=C(C=CC3=CC=C2C=C1)C1=CC=C(C=C1)C1=NC2=C(N1C1=CC=C(C=C1)C=1C3=CC=CC=C3C(=C3C=CC=CC13)C1=CC3=CC=CC=C3C=C1)C=CC=C2